3-difluoromethyl-5-fluoropyrazole FC(C1=NNC(=C1)F)F